2-hydroxyethyl-urea OCCNC(=O)N